3-(2-(2H-1,2,3-triazol-4-yl)pyridin-4-yl)-5-(trifluoromethyl)-1,2,4-oxadiazole N=1NN=C(C1)C1=NC=CC(=C1)C1=NOC(=N1)C(F)(F)F